O=C1NC(CCC1N1C(C2=CC=CC(=C2C1=O)NCCOCCOCCNC(CC1=CC=CC=C1)=O)=O)=O N-(2-(2-(2-((2-(2,6-dioxopiperidin-3-yl)-1,3-dioxoisoindolin-4-yl)amino)ethoxy)ethoxy)ethyl)-2-phenylacetamide